FC(C1=NN=C(O1)C=1C=CC(=NC1)CN1C(N(C2=C1C=CC(=C2)C2=C1C=CNC1=CC=C2)C)=O)F 1-((5-(5-(difluoromethyl)-1,3,4-oxadiazol-2-yl)pyridin-2-yl)methyl)-5-(1H-indol-4-yl)-3-methyl-1,3-dihydro-2H-benzo[d]imidazol-2-one